4-(((R)-1-cyanoethyl)amino)-6-(3-cyanopyrrolo[1,2-b]pyridazin-7-yl)-N-((R)-2-fluoro-3-hydroxy-3-methylbutyl)nicotinamide hemi-glycolate salt C(CO)(=O)O.C(#N)[C@@H](C)NC1=CC(=NC=C1C(=O)NC[C@H](C(C)(C)O)F)C1=CC=C2N1N=CC(=C2)C#N.C(#N)[C@@H](C)NC2=CC(=NC=C2C(=O)NC[C@H](C(C)(O)C)F)C2=CC=C1N2N=CC(=C1)C#N